C(C)C1=NC2=CC=C(C=C2C(=C1)O)Br ethyl-6-bromo-4-hydroxyquinoline